2-(4-Isobutylphenyl)-N-(4-(4-methoxyphenyl)thiazol-2-yl)propanamide C(C(C)C)C1=CC=C(C=C1)C(C(=O)NC=1SC=C(N1)C1=CC=C(C=C1)OC)C